Methyl (2S)-2-((2S)-2-((((1-([1,1'-biphenyl]-3-yl)-1,1-difluoro-3-methylbutan-2-yl)oxy)carbonyl)amino)-4-methylpentanamido)-3-((S)-2-oxopyrrolidin-3-yl)propanoate C1(=CC(=CC=C1)C(C(C(C)C)OC(=O)N[C@H](C(=O)N[C@H](C(=O)OC)C[C@H]1C(NCC1)=O)CC(C)C)(F)F)C1=CC=CC=C1